4,4,4-trifluorobutyl 4-(6-(4-chlorophenyl)-4-(5-nitrothiophene-2-carboxamido)-1H-pyrazolo[3,4-d]pyrimidin-1-yl)piperidine-1-carboxylate ClC1=CC=C(C=C1)C1=NC(=C2C(=N1)N(N=C2)C2CCN(CC2)C(=O)OCCCC(F)(F)F)NC(=O)C=2SC(=CC2)[N+](=O)[O-]